CN1N=CC(=C1)C1=NC2=CC=CC=C2C(=C1)[C@@H](C)NC(=O)C1=C(C=CC=C1)CCC(=O)NNC(/C=C/C(=O)OC)=O methyl (R,E)-4-(2-(3-(2-((1-(2-(1-methyl-1H-pyrazol-4-yl)quinolin-4-yl)ethyl)carbamoyl)phenyl)propanoyl)hydrazineyl)-4-oxobut-2-enoate